2-chloro-N-(3-(dimethylamino)propyl)-3-fluoro-4-(8-hydroxyquinolin-6-yl)benzamide ClC1=C(C(=O)NCCCN(C)C)C=CC(=C1F)C=1C=C2C=CC=NC2=C(C1)O